FC(C1=CC=C(C=C1)C1CC(=[N+](O1)[O-])C#N)(F)F 5-(p-trifluoromethylphenyl)-3-cyano-isoxazoline N-oxide